2,2'-Azino-bis[3-ethylbenzothiazoline-6-sulfonic acid] diammonium salt [NH4+].[NH4+].N(N=C1SC2=C(N1CC)C=CC(=C2)S(=O)(=O)[O-])=C2SC1=C(N2CC)C=CC(=C1)S(=O)(=O)[O-]